C1=CC=CC=2C3=CC=CC=C3C(C12)(C1=CC=C(C=C1)O)C1=CC=C(C=C1)O 4,4'-(9H-fluoren-9,9-diyl)diphenol